2-(7-((2S,5R)-4-(1-(2-ethoxy-4-fluorophenyl)ethyl)-2,5-diethylpiperazin-1-yl)-4-methyl-5-oxo-4,5-dihydro-2H-pyrazolo[4,3-b]pyridin-2-yl)acetonitrile C(C)OC1=C(C=CC(=C1)F)C(C)N1C[C@@H](N(C[C@H]1CC)C=1C=2C(N(C(C1)=O)C)=CN(N2)CC#N)CC